1-(3-chlorophenyl)propan-2-one tert-butyl-4-[8-fluoro-1-[(8-fluoro-2-methyl-imidazo[1,2-a]pyridin-6-yl)amino]-6-isoquinolyl]-3,6-dihydro-2H-pyridine-1-carboxylate C(C)(C)(C)OC(=O)N1CCC(=CC1)C=1C=C2C=CN=C(C2=C(C1)F)NC=1C=C(C=2N(C1)C=C(N2)C)F.ClC=2C=C(C=CC2)CC(C)=O